methyl 2-(1-hydroxycyclopropyl)-2-methyl-propionate OC1(CC1)C(C(=O)OC)(C)C